3-cyclopropyl-1-((2,2,3,3-tetrafluorocyclobutyl)methyl)-4-(trifluoromethyl)-1H-pyrazole C1(CC1)C1=NN(C=C1C(F)(F)F)CC1C(C(C1)(F)F)(F)F